Tert-butyl N-[(1S,2S)-2-[[4-[6-(3-methyl-1,2,4-thiadiazol-5-yl)-1H-pyrrolo[2,3-b]pyridin-3-yl]-5-(trifluoromethyl)pyrimidin-2-yl]amino]cyclopentyl]carbamate CC1=NSC(=N1)C1=CC=C2C(=N1)NC=C2C2=NC(=NC=C2C(F)(F)F)N[C@@H]2[C@H](CCC2)NC(OC(C)(C)C)=O